(4-chloro-2-fluoro-3-{6-oxo-4-[6-(3,3,3-trifluoropropoxy)pyridin-3-yl]-1,6-dihydropyrimidin-2-yl}benzyl)isobutyramide ClC1=C(C(=C(CC(C(=O)N)(C)C)C=C1)F)C=1NC(C=C(N1)C=1C=NC(=CC1)OCCC(F)(F)F)=O